2-((4-amino-5-(4-(1-methylcyclopropyloxy)benzoyl)thiazol-2-yl)(4-chlorophenyl)amino)propanamide NC=1N=C(SC1C(C1=CC=C(C=C1)OC1(CC1)C)=O)N(C(C(=O)N)C)C1=CC=C(C=C1)Cl